CNC(=O)N1CCC2(C(NC(O2)C)C)CC1 N,2,4-trimethyl-1-oxa-3,8-diazaspiro[4.5]decane-8-carboxamide